ClC1=C(SC=2N=C(SC21)C2=CC1=CN(N=C1C(=C2)F)C)N2CCNCC2 5-[6-chloro-5-(piperazin-1-yl)thieno[2,3-d][1,3]thiazol-2-yl]-7-fluoro-2-methylindazole